9-(5-(9-borabicyclo[3.3.1]nonan-9-yl)pentyl)-9-phosphabicyclo[3.3.1]nonan-9-ium bromide [Br-].C12CCCC(CCC1)B2CCCCC[PH+]2C1CCCC2CCC1